2-chloro-4-phenylbenzothiophene ClC=1SC2=C(C1)C(=CC=C2)C2=CC=CC=C2